FC(C=1C(=CC(=C(C1)C(=N)N(C)CC)C)OCCC[Si](C)(C)C)F (5-difluoromethyl-2-methyl-4-(3-trimethylsilyl-propoxy)-phenyl)-N-ethyl-N-methylformamidine